C(C)(C)(C)OC(=O)N([C@H](C(=O)N(CCOC)C1(CC1)C(=O)O)CC(C)C)C (S)-1-(2-((tert-Butoxycarbonyl)(methyl)amino)-N-(2-methoxyethyl)-4-methylpentanamido)cyclopropane-1-carboxylic acid